cis-(4aR,9aS)-7-bromo-4-(3,4-dimethylbenzyl)-2,2-dimethyl-4,4a,9,9a-tetrahydroindeno[2,1-b][1,4]oxazin-3(2H)-one BrC1=CC=2C[C@@H]3OC(C(N([C@@H]3C2C=C1)CC1=CC(=C(C=C1)C)C)=O)(C)C